tert-butyl N-(4-{[(tert-butyldiphenylsilyl) oxy] methyl} phenyl)-N-methylcarbamate [Si](C1=CC=CC=C1)(C1=CC=CC=C1)(C(C)(C)C)OCC1=CC=C(C=C1)N(C(OC(C)(C)C)=O)C